6-(methoxy(methyl)amino)-N2-propyl-1,3,5-triazine-2,4-diamine CON(C1=NC(=NC(=N1)NCCC)N)C